rac-(R)-7-(2-(((3-chloropyridin-2-yl)oxy)methyl)pyrrolidin-1-yl)-6-cyano-1-(1-methyl-1H-pyrazol-4-yl)-4-oxo-1,4-dihydro-1,8-naphthyridine-3-carboxylic acid ClC=1C(=NC=CC1)OC[C@@H]1N(CCC1)C1=C(C=C2C(C(=CN(C2=N1)C=1C=NN(C1)C)C(=O)O)=O)C#N |r|